phenyl-phosphoryl-decylenediamine C1(=CC=CC=C1)P(=O)=NCCCCCCCCCCN